Br.NC1=C(C=NC=C1C(=O)O)Br 4-Amino-5-bromonicotinic acid hydrobromide